3-((3-(4-Chlorobenzyl)-1-methyl-2,4-dioxo-1,2,3,4,7,8-hexahydropyrido[4,3-d]pyrimidin-6(5H)-yl)methyl)benzonitrile ClC1=CC=C(CN2C(N(C3=C(C2=O)CN(CC3)CC=3C=C(C#N)C=CC3)C)=O)C=C1